N-(3-dimethylaminopropyl)-2-silapyrrole CN(CCCN1[SiH]=CC=C1)C